(E)-10-Benzylidene-6,7-dimethoxy-3,3-dimethyl-2,3,4a,9,9a,10-hexahydro-1H-indeno[1,2-c]pyrazolo[1,2-a]pyrazol-1-one C(/C1=CC=CC=C1)=C\1/C2C(N3N1C(CC3(C)C)=O)C=3C=C(C(=CC3C2)OC)OC